2-(chloromethyl)-5-(4-chlorophenyl)-1,3,4-oxadiazole ClCC=1OC(=NN1)C1=CC=C(C=C1)Cl